The molecule is antibiotic isolated from Streptomyces clavuligerus. It acts as a suicide inhibitor of bacterial beta-lactamase enzymes. It has a role as an antibacterial drug, a bacterial metabolite, an anxiolytic drug and an EC 3.5.2.6 (beta-lactamase) inhibitor. It is a conjugate acid of a clavulanate. C1[C@@H]2N(C1=O)[C@H](/C(=C/CO)/O2)C(=O)O